CN(C(=O)C1=CC2=C(N=C(N=C2)NC2=NC=C(C=C2)CO)N1C1CCCC1)C 7-cyclopentyl-2-(5-hydroxymethyl-pyridin-2-ylamino)-7H-pyrrolo[2,3-d]pyrimidine-6-carboxylic acid dimethylamide